2-chloro-N-(2-fluoro-5-nitrophenyl)-6-(trifluoromethyl)quinazolin-4-amine ClC1=NC2=CC=C(C=C2C(=N1)NC1=C(C=CC(=C1)[N+](=O)[O-])F)C(F)(F)F